7-methyl-3,5-dihydro-2H-benzodioxepinone CC=1C=CC2=C(CCC(OO2)=O)C1